6-Methyl-N-[3-(1-propyl-piperidin-3-yl)-5-trifluoromethyl-phenyl]-5-(4-pyridin-3-yl-pyrimidin-2-ylamino)-nicotinamide CC1=NC=C(C(=O)NC2=CC(=CC(=C2)C(F)(F)F)C2CN(CCC2)CCC)C=C1NC1=NC=CC(=N1)C=1C=NC=CC1